C(C)(C)(C)OC(=O)N1CCC(CC1)CN1[C@H](CNCC1)C.C[S+](C1=CC=C(C=C1)C)C1=CC=C(C=C1)C methyldi(p-tolyl)sulfonium tert-butyl-(S)-4-((2-methylpiperazin-1-yl)methyl)piperidine-1-carboxylate